1-(2-fluoroethyl)piperidin FCCN1CCCCC1